tellurium-nickel [Ni].[Te]